(((1-(5-(decahydronaphthalen-2-yl)-1,2,4-oxadiazol-3-yl)-1,2,3,4-tetrahydroquinolin-6-yl)methyl)amino)propionic acid C1C(CCC2CCCCC12)C1=NC(=NO1)N1CCCC2=CC(=CC=C12)CNC(C(=O)O)C